ClC1=C(C=CC=C1)C[C@@H](C(=O)O)N(C(=O)OC)C1C2=CC=CC=C2C=2C=CC=CC12 (2S)-3-(2-chlorophenyl)-2-(9H-fluoren-9-yl-methoxycarbonyl-amino)propanoic acid